C(C1=CC=CC=C1)C=1NC(=NN1)C(=O)NC1C(N(C=2C=CC=C3C(=CN(C23)C1)C1=NC=CC=C1C(F)(F)F)C)=O 5-benzyl-N-(1-methyl-2-oxo-7-(3-(trifluoromethyl)pyridin-2-yl)-1,2,3,4-tetrahydro-[1,4]diazepino[3,2,1-hi]indol-3-yl)-4H-1,2,4-triazole-3-carboxamide